O=S1(CCN(CC1)CC=1C=C(C(=O)NC2=CC=C(C=C2)C2=NOC(=N2)CC2=CC=C(C=C2)F)C=CC1)=O 3-[(1,1-Dioxo-1,4-thiazinan-4-yl)methyl]-N-[4-[5-[(4-fluorophenyl)methyl]-1,2,4-oxadiazol-3-yl]phenyl]benzamide